Toluene-d C(C1=CC=CC=C1)[2H]